(3-butylcyclopent-2,4-dien-1-yl)zirconium (IV) chloride [Cl-].C(CCC)C1=CC(C=C1)[Zr+3].[Cl-].[Cl-]